N-(6-(4-fluoro-3-(3-hydroxypropoxy)phenyl)-1-(4-methoxyphenyl)-1H-pyrazolo[3,4-d]pyrimidin-4-yl)-5-nitrothiophene-2-carboxamide FC1=C(C=C(C=C1)C1=NC(=C2C(=N1)N(N=C2)C2=CC=C(C=C2)OC)NC(=O)C=2SC(=CC2)[N+](=O)[O-])OCCCO